2,2-bis(tert-butyl-peroxy)propane (R)-2,6-DIMETHYLHEPT-en-1-yl-cyclobutanecarboxylate CC(=COC(=O)C1CCC1)CCCC(C)C.C(C)(C)(C)OOC(C)(C)OOC(C)(C)C